O1C(CC=C1)C(=O)[O-] dihydrofuranate